B(O)(O)F fluoro-boric acid